(S)-N-(4-chlorophenyl)-2-((1S,4S)-4-(6-fluoroquinolin-4-yl)cyclohexyl)propionamide ClC1=CC=C(C=C1)NC([C@@H](C)C1CCC(CC1)C1=CC=NC2=CC=C(C=C12)F)=O